4-(3,5-Dimethoxyphenoxy)-N-((1-methyl-3-oxo-2,3,5,6,7,8-hexahydroisoquinolin-4-yl)methyl)benzamide COC=1C=C(OC2=CC=C(C(=O)NCC=3C(NC(=C4CCCCC34)C)=O)C=C2)C=C(C1)OC